tert-butyl (1R,3S)-3-((5-fluoro-4-(3-(2-methoxypyridin-3-yl)phenyl)pyrimidin-2-yl)amino)cyclohexane-1-carboxylate FC=1C(=NC(=NC1)N[C@@H]1C[C@@H](CCC1)C(=O)OC(C)(C)C)C1=CC(=CC=C1)C=1C(=NC=CC1)OC